FC1([C@@H]([C@H]2N(C(NCC=3C=CC(=C(OC=4C=CC=C(C2)C4F)N3)OC)=O)C1)NS(=O)(=O)CC)F N-[(15aS,16R)-17,17,20-trifluoro-7-methoxy-1-oxo-2,3,15a,16,17,18-hexahydro-1H,15H-4,8-(azeno)-10,14-(metheno)pyrrolo[1,2-j][1,8,10]oxadiazacycloheptadecin-16-yl]ethanesulfonamide